C(C)(C)(C)C(=O)OC(=O)OC(C)(C)C Boc tert-butyl-carboxylate